4-[2-[2-[2-[2-[2-[bis(tert-butoxycarbonyl)amino]ethoxy]ethoxy]ethoxy]ethoxy]ethoxy]benzoic acid C(C)(C)(C)OC(=O)N(CCOCCOCCOCCOCCOC1=CC=C(C(=O)O)C=C1)C(=O)OC(C)(C)C